C1=C(C=CC2=CC=CC=C12)CCN1CCN(CC1)CC=1C=C(C=CC1)C=1C=C(C(=O)N)C=CC1 3-(3-((4-(2-(naphthalen-2-yl)ethyl)piperazin-1-yl)methyl)phenyl)benzamide